CC1(OCCC1)OC1=CC=CC=C1 methyl-phenoxytetrahydrofuran